ClC=1N=C(C2=C(N1)C=NN2C2OCCCC2)OCC2=CC=C(C=C2)C=2N(C=C(N2)C(F)(F)F)C 5-chloro-7-[[4-[1-methyl-4-(trifluoromethyl)imidazol-2-yl]phenyl]methoxy]-1-tetrahydropyran-2-yl-pyrazolo[4,3-d]pyrimidine